6,7-difluoro-2-methyl-11-[[[(3S)-1-pyrazin-2-yl-3-piperidyl]amino]methyl]-4-oxa-1-azatricyclo[7.3.1.05,13]trideca-5(13),6,8,11-tetraen-10-one FC=1C=2OCC(N3C=C(C(C(=CC1F)C32)=O)CN[C@@H]3CN(CCC3)C3=NC=CN=C3)C